I.FC1=C(C=C(C=C1)NC(=O)C=1N(C=C2C1OC[C@@]1([C@H](NS2(=O)=O)CNC1)C)C)C cis-N-(4-fluoro-3-methylphenyl)-7,10a-dimethyl-2,3,3a,4,10,10a-hexahydro-1H,7H-dipyrrolo[3,4-b:3',4'-f][1,4,5]oxathiazocine-8-carboxamide 5,5-dioxide hydroiodide